CC1=CC(=NO1)N[C@@H](C(OC)C=O)C(=O)N[C@@H](CSC)C(=O)O N-5-methylisoxazolyl-3-formyl-O-methyl-L-seryl-S-methyl-L-cysteine